6-[4-(difluoromethyl)phenyl]-N-[(trans)-2-hydroxycyclopentyl]-2-(1-methyl-1H-pyrazol-4-yl)-3-oxo-2,3-dihydro-4-pyridazine-amide FC(C1=CC=C(C=C1)C=1C=C(C(N(N1)C=1C=NN(C1)C)=O)C(=O)N[C@H]1[C@@H](CCC1)O)F